C1=CC=CC2=C(C3=CC=CC=C3C(=C12)COC=1C=C(C=C(C(=O)O)C1)C(=O)O)COC=1C=C(C=C(C(=O)O)C1)C(=O)O 5,5'-((anthracene-9,10-diylbis(methylene))bis(oxy))diisophthalic acid